OC=1C(C=C(C(C1SC1=C(C(C=C(C1=O)O)=O)O)=O)O)=O 2,5-Dihydroxy-1,4-Benzoquinonyl Sulfide